(E)-2-(3-(3-methoxy-4-(prop-2-yn-1-yloxy)phenyl)acrylamido)-N-(2-methoxyethyl)benzamide COC=1C=C(C=CC1OCC#C)/C=C/C(=O)NC1=C(C(=O)NCCOC)C=CC=C1